C(C)(C)(C)OC(=O)N1[C@@H](CN(CC1)C=1C2=C(N=CN1)N(C=C2N2CCCC2)C2=CC(=CC=C2)Cl)C.FC(C(C(F)(F)F)OC2=CC=C(N)C=C2)(F)F 4-((1,1,1,3,3,3-hexafluoropropan-2-yl)oxy)aniline tert-butyl-(R)-4-(7-(3-chlorophenyl)-5-(pyrrolidin-1-yl)-7H-pyrrolo[2,3-d]pyrimidin-4-yl)-2-methylpiperazine-1-carboxylate